[N+](=O)([O-])C1=C(/C=C/C=2NC=3C(=C4C=CC=NC4=C4N=CC=CC34)N2)C=CC=C1 (E)-2-(2-nitrostyryl)-1H-imidazo[4,5-f][1,10]phenanthroline